(2S)-2-({[2-bromo-4-(methoxycarbonyl)phenyl]methyl}amino)-3-methoxypropanoic acid BrC1=C(C=CC(=C1)C(=O)OC)CN[C@H](C(=O)O)COC